(E)-4-(((4-nitrophenoxy)carbonyl)oxy)but-2-en-1-yl (10,15-dioxo-19-((3aS,4S,6aR)-2-oxohexahydro-1H-thieno[3,4-d]imidazol-4-yl)-3,6,9-trioxa-11,14-diazanonadecyl)carbamate O=C(OCCOCCOCCNC(OC\C=C\COC(=O)OC1=CC=C(C=C1)[N+](=O)[O-])=O)NCCNC(CCCC[C@@H]1SC[C@@H]2NC(N[C@@H]21)=O)=O